2-(5-bromo-3,3-dimethyl-2-oxoindolin-1-yl)-6-chlorobenzonitrile BrC=1C=C2C(C(N(C2=CC1)C1=C(C#N)C(=CC=C1)Cl)=O)(C)C